N1C(=CC2=CC=CC=C12)NC([O-])=O indol-2-ylcarbamate